C(CCCCCCCCCCCCCCCCC)OCCCCCCCCCCCCCCCCCCCC(=O)O 20-(stearyloxy)eicosanoic acid